C([O-])([O-])=O.[Ca+2].C1CC=CC2=NC3=CC=CC=C3C=C12 dihydroacridine Calcium (carbonat)